NC1=NN(C2=C(C=C(C(=C12)OC1=C(C=CC(=C1)F)Cl)NC(C1=CC(=CC(=C1)C(F)(F)F)F)=O)CC#N)C N-(3-Amino-4-(2-chloro-5-fluorophenoxy)-7-(cyanomethyl)-1-methyl-1H-indazol-5-yl)-3-fluoro-5-(trifluoromethyl)benzamide